C(C)(C)(C)OC(=O)N1[C@@H](CNC[C@@H]1C)C.SCCSC(CSCCSCC(CS)SCCS)CS 1,2-bis(2-(2-mercaptoethylthio)-3-mercaptopropylthio)ethane tert-butyl-(2R,6S)-2,6-dimethylpiperazine-1-carboxylate